5-ethylpyridazine-3-carboxamide trifluoroacetate salt FC(C(=O)O)(F)F.C(C)C=1C=C(N=NC1)C(=O)N